methyl ortho-chlorobenzoate ClC1=C(C(=O)OC)C=CC=C1